([1,1'-biphenyl]-4-yl)-4-amino-2-methyl-pentanoic acid C1(=CC=C(C=C1)C(C(=O)O)(CC(C)N)C)C1=CC=CC=C1